CN([C@H]([C@H](C)NC1=NN(C(C2=CC=CC=C12)=O)C)C1=CC=C(C(=O)N2CCC3(CCN(CC3)C3=CC=C(C=C3)C3C(NC(CC3)=O)=O)CC2)C=C1)C 3-(4-(9-(4-((1S,2S)-1-(dimethylamino)-2-((3-methyl-4-oxo-3,4-dihydrophthalazin-1-yl)amino)propyl)benzoyl)-3,9-diazaspiro[5.5]undecan-3-yl)phenyl)piperidine-2,6-dione